N-(4-Chloro-3-cyano-1H-indol-7-yl)-1-[1-(hydroxymethyl)-2-methoxy-ethyl]pyrazol-4-sulfonamid ClC1=C2C(=CNC2=C(C=C1)NS(=O)(=O)C=1C=NN(C1)C(COC)CO)C#N